C(C)OC(=O)C1=NN(C(=C1Br)C1=CC(=C(C=C1)F)F)C1=C(C=CC=C1)F Ethyl-4-bromo-5-(3,4-difluorophenyl)-1-(2-fluorophenyl)-1H-pyrazol-3-carboxylat